C(C)N(C(OC(C)(C)C)=O)C1C2CN(CC12)C1=NC=C(N=C1)C(NC=1C=C(C=2N(C1)C=C(N2)C)F)=O tert-Butyl N-ethyl-N-[3-[5-[(8-fluoro-2-methyl-imidazo[1,2-a]pyridin-6-yl)carbamoyl]pyrazin-2-yl]-3-azabicyclo[3.1.0]hexan-6-yl]carbamate